NC1=C2C(=NC=N1)N(N=C2C2=CC=C(C=C2)OC2=CC=CC=C2)C2CCN(CC2)C2CC1CCC(C2)N1C=1C=C2C(N(C(C2=CC1)=O)C1C(NC(CC1)=O)=O)=O 5-(3-(4-(4-amino-3-(4-phenoxyphenyl)-1H-pyrazolo[3,4-d]pyrimidin-1-yl)piperidin-1-yl)-8-azabicyclo[3.2.1]oct-8-yl)-2-(2,6-dioxopiperidin-3-yl)isoindoline-1,3-dione